NC1=CC=C(C=C1)C1=CC=C(C=C1)C1C(C1C(C)C1=CC=C(C=C1)C1=CC=C(C=C1)N)(Br)Br 4'-(1-(3-(4'-amino-[1,1'-biphenyl]-4-yl)-2,2-dibromocyclopropyl)ethyl)-[1,1'-biphenyl]-4-amine